C=1(O)C(=CC(O)=CC1)S(=O)(=O)[O-].[Ca+2].C=1(O)C(=CC(O)=CC1)S(=O)(=O)[O-] calcium hydroquinonesulphonate